(S)-N-((S)-1-amino-1-oxo-3-((S)-2-oxopyrrolidin-3-yl)propan-2-yl)-3-cyclopropyl-2-(2-(4-(trifluoro-methoxy)phenoxy)acetamido)propenamide NC([C@H](C[C@H]1C(NCC1)=O)NC(C(=CC1CC1)NC(COC1=CC=C(C=C1)OC(F)(F)F)=O)=O)=O